Mercapto-ethylamine hydrochloride Cl.SNCC